8-{[3-(2,3-dihydro-1,4-benzodioxine-6-yl)-2-methylphenyl]amino}-1,7-naphthyridine-4-carbaldehyde O1CCOC2=C1C=CC(=C2)C=2C(=C(C=CC2)NC=2N=CC=C1C(=CC=NC21)C=O)C